C(#N)C(C(=O)OCC)(C(C(=O)OCC)CC(C)C)CCCC diethyl 2-cyano-2-n-butyl-3-isobutyl-succinate